tris-(2-chloro-ethyl)-amine ClCCN(CCCl)CCCl